3-pentyltetradecyl octanoate C(CCCCCCC)(=O)OCCC(CCCCCCCCCCC)CCCCC